CC([O-])C.[Mo+4].CC([O-])C.CC([O-])C.CC([O-])C Molybdenum Isopropoxide